(3,4-Dichlorophenyl)(6-(phenylamino)-2-azaspiro[3.3]heptan-2-yl)methanone ClC=1C=C(C=CC1Cl)C(=O)N1CC2(C1)CC(C2)NC2=CC=CC=C2